5-chloro-1'-[2-((3-[(cis)-3-hydroxy-3-methylcyclobutyl]-3H-imidazo[4,5-b]pyridin-6-yl)oxy)ethyl]-1,2-dihydrospiro[indole-3,4'-piperidin]-2-one ClC=1C=C2C(=CC1)NC(C21CCN(CC1)CCOC=1C=C2C(=NC1)N(C=N2)C2CC(C2)(C)O)=O